3-(8-formyl-7-hydroxy-6-methoxy-4-methyl-2-oxo-2H-chromen-3-yl)-N-(2-methoxyethyl)propionamide C(=O)C=1C(=C(C=C2C(=C(C(OC12)=O)CCC(=O)NCCOC)C)OC)O